COC(CCCCC=CC=CCC)OC 11,11-dimethoxy-3,5-undecadiene